CS(=O)(=O)[O-].C(CCCCCCC)[NH+]1CC(CC1)CCCC 1-Octyl-3-butylpyrrolidinium methansulfonat